5-(8-Oxo-3-azabicyclo[3.2.1]octan-3-yl)-N-(3-(difluoromethyl)-1-((1R,4R)-4-((Methyl(2-(piperidin-4-yl)ethyl)amino)methyl)cyclohexyl)-1H-pyrazol-4-yl)pyrazolo[1,5-a]pyrimidine O=C1C2CN(CC1CC2)C2=NC=1N(C=C2)N(CC1)C=1C(=NN(C1)C1CCC(CC1)CN(CCC1CCNCC1)C)C(F)F